OC(CNC1=C(C=CC=C1)SC)C=1NC(NC1)=S 4-[1-hydroxy-2-(2-methylsulfanylphenylamino)ethyl]-1,3-dihydroimidazole-2-thione